(S)-N-(1-cycloheptyl-2-((5-(4-cyclopropyl-1-methyl-1H-1,2,3-triazol-5-yl)pyridin-2-yl)amino)-2-oxoethyl)-1-methyl-1H-pyrazole-5-carboxamide C1(CCCCCC1)[C@@H](C(=O)NC1=NC=C(C=C1)C1=C(N=NN1C)C1CC1)NC(=O)C1=CC=NN1C